CN(C1CCN(CC1)S(=O)(=O)C=1C=C(C(=O)NC=2N=CC3=CC=C(C=C3C2)C=2C=NN(C2)C)C=CC1)C 3-((4-(dimethylamino)piperidin-1-yl)sulfonyl)-N-(6-(1-methyl-1H-pyrazol-4-yl)isoquinolin-3-yl)benzamide